phenazine-10-ol C1=CC=CC=2NC3=CC=CC=C3N(C12)O